C(C)C=1C=2N(C=C(N1)C)N=C(C2)C=2N=C1N(C(C2)=O)C=C(C=C1)C1CCN(CC1)CCO 2-(4-ethyl-6-methylpyrazolo[1,5-a]pyrazin-2-yl)-7-[1-(2-hydroxyethyl)piperidin-4-yl]-4H-pyrido[1,2-a]pyrimidin-4-one